BrC=1C=C(C=CC1)C1=NC(=CC2=C1[C@H](N(C2)[S@@](=O)C(C)(C)C)CCO[Si](C2=CC=CC=C2)(C2=CC=CC=C2)C(C)(C)C)C(=O)OCC ethyl (R)-4-(3-bromophenyl)-3-(2-((tert-butyldiphenylsilyl)oxy)ethyl)-2-((S)-tert-butyl-sulfinyl)-2,3-dihydro-1H-pyrrolo[3,4-c]pyridine-6-carboxylate